3,5-di-tert-butyl-4-hydroxybenzoylphosphonate C(C)(C)(C)C=1C=C(C(=O)P([O-])([O-])=O)C=C(C1O)C(C)(C)C